(R)-N-((R)-1-(3-chloro-8-methyl-10-oxo-10,12-dihydroisoindolo[1,2-b]quinazolin-6-yl)ethyl)-2-methylpropane-2-sulfinamide ClC1=CC=C2CN3C(=NC=4C(=CC(=CC4C3=O)C)[C@@H](C)N[S@](=O)C(C)(C)C)C2=C1